C(C)(C)(C)OC(=O)N[C@H](C(=O)OC)C[C@H](C(=O)OC)[C@H](CN1C(C2=CC=CC=C2C1=O)=O)C=C dimethyl (2S,4S)-2-((tert-butoxycarbonyl)amino)-4-((R)-1-(1,3-dioxoisoindolin-2-yl)but-3-en-2-yl)pentanedioate